FC(OC1=C(C=CC(=C1)C(F)(F)F)C=1C=2N(C(=NN1)N[C@H]1CN(C[C@@H](C1)F)C)C=CC2)F 1-[2-(difluoromethoxy)-4-(trifluoromethyl)phenyl]-N-[(3r,5r)-5-fluoro-1-methylpiperidin-3-yl]pyrrolo[1,2-d][1,2,4]triazin-4-amine